3-(benzo[d][1,3]dioxol-5-yl)-N-(phenylpropyl)propanamide O1COC2=C1C=CC(=C2)CCC(=O)NCCCC2=CC=CC=C2